C(C)(=O)C1=CC(=C2C=C(C=CN12)OC)C(=O)NC1=C(C(=CC=C1)C=1C=NN(C1)C(C1=CC=CC=C1)(C1=CC=CC=C1)C1=CC=CC=C1)F 3-acetyl-N-(2-fluoro-3-(1-trityl-1H-pyrazol-4-yl)phenyl)-7-methoxyindolizine-1-carboxamide